1-((2'-(N-(4-chloro-5-methylisoxazol-3-yl)sulfamoyl)-2-(ethoxymethyl)-[1,1'-biphenyl]-4-yl)methyl)-4-ethyl-N-methyl-2-propyl-1H-imidazole-5-carboxamide ClC=1C(=NOC1C)NS(=O)(=O)C1=C(C=CC=C1)C1=C(C=C(C=C1)CN1C(=NC(=C1C(=O)NC)CC)CCC)COCC